NC1=CC=C(C=C1)C1=C(C=NN1C)C#N 5-(4-aminophenyl)-1-methyl-1H-pyrazole-4-carbonitrile